2-amino-1-(4-bromophenyl-ethyl)-1H-benzo[d]imidazole-5-carboxamide NC1=NC2=C(N1CCC1=CC=C(C=C1)Br)C=CC(=C2)C(=O)N